ClC1=C(C(=CC=C1)Cl)C1CN(C1)C1=CC(=C(CN2CCC(CC2)C(=O)O)C=C1C)C 1-(4-(3-(2,6-dichlorophenyl)azetidin-1-yl)-2,5-dimethylbenzyl)piperidine-4-carboxylic acid